CC1(CN2C(OC1)=CC=N2)C 6,6-dimethyl-6,7-dihydro-5H-pyrazolo[5,1-b][1,3]oxazine